OC(CC(=O)[O-])C 3-Hydroxybutyrate